N-[5-(3-carbamoyl-4-fluorophenyl)-4-fluoro-2-[(3R,5S)-3,4,5-trimethylpiperazin-1-yl]phenyl]-4-(difluoromethyl)-1-methyl-6-oxopyridine-3-carboxamide C(N)(=O)C=1C=C(C=CC1F)C=1C(=CC(=C(C1)NC(=O)C1=CN(C(C=C1C(F)F)=O)C)N1C[C@H](N([C@H](C1)C)C)C)F